2-(4,4,5,5-tetramethyl-1,3,2-dioxaborolan-2-yl)benzo[1,2-b:4,3-b']-bisbenzofuran CC1(OB(OC1(C)C)C=1C=CC2=C(C3=C(O2)C=CC=2OC4=C(C23)C=CC=C4)C1)C